N-methylmethylamine trifluoroacetate FC(C(=O)O)(F)F.CNC